(E)-2-hydroxy-5-(2-(quinolin-2-yl)vinyl)benzaldehyde OC1=C(C=O)C=C(C=C1)\C=C\C1=NC2=CC=CC=C2C=C1